1-(5-(3-Cyano-6-(4-(piperazin-1-yl)phenyl)pyrazolo[1,5-a]pyridin-4-yl)pyridin-2-yl)-4-ethyl-N-isopropylpiperidine-4-carboxamide hydrochloride salt Cl.C(#N)C=1C=NN2C1C(=CC(=C2)C2=CC=C(C=C2)N2CCNCC2)C=2C=CC(=NC2)N2CCC(CC2)(C(=O)NC(C)C)CC